C(CC)N(CCCC[C@@H](C(NCC(NCOC)=O)=O)NC([C@H](C(C)C)NC(CCCC#CC=1C=NC(=NC1)S(=O)(=O)C)=O)=O)CCC N-((9S,12S)-9-(4-(dipropylamino)butyl)-13-methyl-5,8,11-trioxo-2-oxa-4,7,10-triazatetradecan-12-yl)-6-(2-(methylsulfonyl)pyrimidin-5-yl)hex-5-ynamide